N1(C(CCC1)=O)C(=O)[O-].[NH4+] Ammonium pyrrolidoncarboxylat